C(C)(C)(C)OC(=O)N1CCC(CC1)OC1CC(C1)OC1CCN(CC1)C(=O)OCC1=CC=CC=C1 benzyl 4-[3-[(1-tert-butoxycarbonyl-4-piperidyl)oxy]cyclobutoxy]piperidine-1-carboxylate